C1N(CCC2=CC=CC=C12)C[C@H](CN1C(C2=CC=C(C=C2CC1)N1CC(C1)CO)=O)O 2-[(2R)-3-(3,4-Dihydro-1H-isochinolin-2-yl)-2-hydroxy-propyl]-6-[3-(hydroxymethyl)azetidin-1-yl]-3,4-dihydroisochinolin-1-on